CN1CC(OCC1)CNC=1N=NC(=C2C1C=NC=C2)C2=C(C=C(C=C2)C(F)(F)F)O 2-(4-(((4-methylmorpholin-2-yl)methyl)amino)pyrido[3,4-d]pyridazin-1-yl)-5-(trifluoromethyl)phenol